FC1CN(CCC1)C1=NC=CC(=N1)NC1CC2(CC(C2)OC2=C(C(=O)N)C=CC=N2)C1 2-(((2S,4s,6S)-6-((2-(3-fluoro-piperidin-1-yl)pyrimidin-4-yl)amino)spiro[3.3]heptan-2-yl)oxy)nicotinamide